2-methyldithio Ether CS1SO1